O=C1NC(CCC1NC(C1=NC=C(C(=C1)OC)N1CCNCC1)=O)=O N-(2,6-dioxopiperidin-3-yl)-4-methoxy-5-(piperazin-1-yl)picolinamide